e-2,3-Butanediol CC(C(C)O)O